(rac)-3-amino-4-(((1S,2S)-2-(difluoromethyl)cyclopropyl)amino)-5-fluorobenzoic acid methyl ester COC(C1=CC(=C(C(=C1)F)N[C@@H]1[C@H](C1)C(F)F)N)=O |r|